C(C1=CC=CC=C1)OC(CCCCCC(=O)O)=O 7-(benzyloxy)-7-oxoheptanoic acid